4-[4-Bromo-3-hydroxy-6-(2-trifluoromethyl-benzyl)-pyridin-2-yl]-4-oxo-butyric acid ethyl ester C(C)OC(CCC(=O)C1=NC(=CC(=C1O)Br)CC1=C(C=CC=C1)C(F)(F)F)=O